1,1,1-trifluoro-3,3-dimethylbutan-2-yl (3R)-4-(2'-ethoxy-6-{[(3R)-pyrrolidin-3-yl]carbamoyl}-[2,3'-bipyridin]-5-yl)-3-ethylpiperazine-1-carboxylate C(C)OC1=NC=CC=C1C1=NC(=C(C=C1)N1[C@@H](CN(CC1)C(=O)OC(C(F)(F)F)C(C)(C)C)CC)C(N[C@H]1CNCC1)=O